C(N)(OC(C=1C=NN(C1)CC1=CC2=C(C(=NO2)NS(=O)(=O)C2=C(C=CC(=C2)OC)OC)C(=C1)OC)C(C)(C)C)=O tert-butyl((1-((3-((2,5-dimethoxyphenyl) sulfonamido)-4-methoxybenzo[d]isoxazol-6-yl) methyl)-1H-pyrazol-4-yl) methyl) carbamate